C1=NC=CC2=C(C=CC=C12)COC1=CC=CC(=N1)C1CCN(CC1)CC1=NC2=C(N1C[C@H]1OCC1)C=C(C=C2)C(=O)O (S)-2-((4-(6-(isoquinolin-5-ylmethoxy)pyridin-2-yl)piperidine-1-yl)methyl)-1-(oxetan-2-ylmethyl)-1H-benzo[d]imidazole-6-carboxylic acid